Morpholine-4-carbaldehyde N1(CCOCC1)C=O